O1C=C(C=C1)C1=NNC2=CC=CC=C12 3-(furan-3-yl)-1H-indazol